COC(=O)C=1C=C(C=C(C1)C(=O)OC)B(O)O 3,5-bis(methoxycarbonyl)phenylboronic acid